N-methyl-N-4-methylphenylcarboxamide CN(C=O)C1=CC=C(C=C1)C